N1(C=NC=C1)C=1N=C(C2=C(N1)CCC2)C(=O)N[C@@H]2C[C@H](C2)C(=O)O (trans)-3-[2-(imidazol-1-yl)-5H,6H,7H-cyclopenta[d]pyrimidine-4-amido]cyclobutane-1-carboxylic acid